ClC=1C=C(C(=C(C1)O)C1=CN=C2C(=N1)N=C(O2)N[C@H]2CN(CCC2)CC)C 5-Chloro-2-[2-[[(3R)-1-ethyl-3-piperidyl]amino]oxazolo[4,5-b]pyrazin-5-yl]-3-methyl-phenol